C(C)OC(CC(=O)C=1NN=C2C1CN([C@@H](C2)C)C(=O)OC(C)(C)C)=O tert-Butyl (6R)-3-(3-ethoxy-3-oxopropanoyl)-6-methyl-2,4,6,7-tetrahydro-5H-pyrazolo[4,3-c]-pyridine-5-carboxylate